[Ca+2].O=C(C(=O)[O-])CCC(=O)[O-] Alpha-ketoglutarate Calcium